(±)-trans-N-[8-chloro-6-(3-ethyl-1-methyl-6-oxo-2-pyridyl)-3-isoquinolyl]-2-cyano-cyclopropanecarboxamide ClC=1C=C(C=C2C=C(N=CC12)NC(=O)[C@H]1[C@@H](C1)C#N)C=1N(C(C=CC1CC)=O)C |r|